ClC1=CC(=C(COC=2C=C(C=CC2F)N[C@H]2CN(CC2)CC2=NC=3C(=NC(=CC3)C(=O)O)N2C[C@H]2OCC2)C=C1)F 2-(((R)-3-((3-((4-chloro-2-fluorobenzyl)oxy)-4-fluorophenyl)amino)pyrrolidin-1-yl)methyl)-3-(((S)-oxetan-2-yl)methyl)-3H-imidazo[4,5-b]pyridine-5-carboxylic acid